3-methacryloxy-2-hydroxypropyl-p-phenylenediamine C(C(=C)C)(=O)OCC(CNC1=CC=C(C=C1)N)O